7-[(2S,3S,4R,5R)-3,4-bis(benzyloxy)-5-[(benzyloxy)methyl]oxolane-2-yl]-2,4-dichloroquinazoline C(C1=CC=CC=C1)O[C@H]1[C@@H](O[C@@H]([C@H]1OCC1=CC=CC=C1)COCC1=CC=CC=C1)C1=CC=C2C(=NC(=NC2=C1)Cl)Cl